FC1=C(COC2=CC=3CC4C(C3C=C2)C4C(=O)OCC)C(=CC=C1B1OC(C(O1)(C)C)(C)C)F 4-[2,6-Difluoro-3-(4,4,5,5-tetramethyl-[1,3,2]dioxaborolan-2-yl)-benzyloxy]-1,1a,6,6a-tetrahydro-cyclopropa[a]indene-1-carboxylic acid, ethyl ester